C(#N)C1=CC(=C(COC2=CC=C3CCN(CC3=C2)CC2=NC3=C(N2C[C@H]2OCC2)C=C(C=C3)C(=O)OC)C=C1)F (S)-methyl 2-((7-((4-cyano-2-fluorobenzyl) oxy)-3,4-dihydroisoquinolin-2(1H)-yl) methyl)-1-((oxetan-2-yl) methyl)-1H-benzo[d]imidazole-6-carboxylate